N1(CCC1)N1CCC1 biazetidine